ClC1=C(C=C(C=N1)CN1N=CC(=C1)CN)F (1-((6-Chloro-5-fluoropyridin-3-yl)methyl)-1H-pyrazol-4-yl)methanamine